COC(=O)C1=CC=2C(=NC=CC2)N1C=1C=NN(C1)C1CCCC1 (1-cyclopentyl-1H-pyrazol-4-yl)-1H-pyrrolo[2,3-b]pyridine-2-carboxylic acid methyl ester